OC1=CC=C(C=C1)C(\C=C\C1=CC(=C(C=C1)OC)COC1=C(C=CC=C1)C)=O (E)-1-(4-Hydroxyphenyl)-3-[4-methoxy-3-[(2-methylphenoxy)methyl]phenyl]prop-2-en-1-one